C(C)(C)(C)N(C(O)=O)C12CC(C1)(C2)C(=O)NN.FC(OC2(CCC2)C2=NN=C(O2)C21CC(C2)(C1)N)(F)F 1-[5-[3-cis-(trifluoromethoxy)cyclobutyl]-1,3,4-oxadiazol-2-yl]bicyclo[1.1.1]pentan-3-amine tert-butyl-(3-(hydrazinecarbonyl)bicyclo[1.1.1]pentan-1-yl)carbamate